O(C1=CC=CC=C1)C1=CC=C(C=C1)C=1C2=CC=CC=C2C(=C2C=CC=CC12)C1=CC=CC=C1 9-(4-phenoxyphenyl)-10-phenylanthracene